(S)-5-((5-(2,4-difluoro-6-(piperidin-3-ylmethoxy)phenyl)-1H-pyrazol-3-yl)amino)pyrazine-2-carbonitrile FC1=C(C(=CC(=C1)F)OC[C@@H]1CNCCC1)C1=CC(=NN1)NC=1N=CC(=NC1)C#N